(+-)-4-(3-chloro-2-((E)-4-cyano-4-methylpent-1-en-1-yl)-4-(2-((2R)-2-hydroxy-7-azabicyclo[2.2.1]hept-7-yl)acetyl)-5-methyl-1H-pyrrol-1-yl)benzonitrile ClC1=C(N(C(=C1C(CN1C2[C@@H](CC1CC2)O)=O)C)C2=CC=C(C#N)C=C2)\C=C\CC(C)(C)C#N